CC(CCOC1CCN(CC1)C1=C2N=CN(C2=NC=N1)CC1(CCOCC1)O)C Tetrahydro-4-[[6-[4-(3-methylbutoxy)-1-piperidinyl]-9H-purin-9-yl]methyl]-2H-pyran-4-ol